BrC1=C2CCN(CC2=CN=C1)CC1=CC=C(CN2C(C=CC=C2)=O)C=C1 1-(4-((5-bromo-3,4-dihydro-2,7-naphthyridin-2(1H)-yl)methyl)benzyl)pyridin-2(1H)-one